FC1([C@H]([C@@H]1C1=CC=CC=C1)C(=O)OCC)F Ethyl trans-2,2-difluoro-3-phenylcyclopropanecarboxylate